C(C)(C)(C)OC(=O)N1CC(CCC1)CCOC1=C(C=C(C(=C1)CNC([C@H](CCC1=CC=CC=C1)NC(=O)OCC1=CC=CC=C1)=O)C)C 3-(2-(5-(((S)-2-(((benzyloxy)carbonyl)amino)-4-phenylbutyrylamino)methyl)-2,4-dimethylphenoxy)ethyl)piperidine-1-carboxylic acid tert-butyl ester